N-dimethylaminoethyl methacrylate CC(N(C)C)OC(=O)C(=C)C